N1=C(C=CC=C1)COC1=NC=CC(=C1)CNC(=O)NCCC1(CC1)C(F)(F)F 1-((2-(Pyridin-2-ylmethoxy)pyridin-4-yl)methyl)-3-(2-(1-(trifluoromethyl)cyclopropyl)ethyl)urea